ClC=1C=C(C=CC1C1=NC=CC=N1)NC(=O)[C@@H]1C[C@@](C2=C1C=NC=1N2N=C(C1)F)(C)C1=NN(C=C1)C(F)F (trans)-N-(3-chloro-4-(pyrimidin-2-yl)phenyl)-8-(1-(difluoromethyl)-1H-pyrazol-3-yl)-2-fluoro-8-methyl-7,8-dihydro-6H-cyclopenta[e]pyrazolo[1,5-a]pyrimidine-6-carboxamide